benzyl (4-(4-amino-3-(methylthio)phenoxy)pyridin-2-yl)carbamate hydrochloride Cl.NC1=C(C=C(OC2=CC(=NC=C2)NC(OCC2=CC=CC=C2)=O)C=C1)SC